FC1=CC=C(C=C1)C(CC)C=1NC(=NN1)C(=O)O 5-(1-(4-Fluorophenyl)propyl)-4H-1,2,4-triazole-3-carboxylic acid